FC1=CC=C2C[C@@H](C2=C1)NC(=NO)C1=NON=C1OCCNS(=O)(=O)C N-[(7S)-4-fluorobicyclo[4.2.0]octa-1,3,5-trien-7-yl]-N'-hydroxy-4-{2-[(methylsulfonyl)amino]ethoxy}-1,2,5-oxadiazole-3-carboximidamide